FC1(C[C@]12C[C@]1(C[C@H](CN1C2)F)CO)F ((1S,6'R,7a'S)-2,2,6'-trifluorodihydro-1'H,3'H-spiro[cyclopropan-1,2'-pyrrolizin]-7a'(5'H)-yl)methanol